B(OCCCCCCC)(OCCCCCCC)[O-] diheptyl borate